CC1(OB(OC1(C)C)C1=CC=C(C=C1)C=1NC(C2=C(N1)CCSC2)=O)C 2-(4-(4,4,5,5-tetramethyl-1,3,2-dioxaborolan-2-yl)phenyl)-3,5,7,8-tetrahydro-4H-thiopyrano[4,3-d]pyrimidin-4-one